FC(C=1C=C(C=C(C1)C(F)(F)F)B(C1=CC=C(C=C1)C(F)(F)F)C1=CC(=CC(=C1)C(F)(F)F)C(F)(F)F)(F)F bis(3,5-bis(trifluoromethyl)phenyl)(4-(trifluoromethyl)phenyl)borane